NC1=NC(=NC=C1C(=O)N1CCCC1)C1=NN(C2=C(C=CC=C12)F)CC1=C(C=CC=C1)F (4-amino-2-(7-fluoro-1-(2-fluorobenzyl)-1H-indazol-3-yl)pyrimidin-5-yl)(pyrrolidin-1-yl)methanone